(S)-4-methylenepyrrolidine-1,2-dicarboxylic acid 1-(tert-butyl) ester 2-methyl ester COC(=O)[C@H]1N(CC(C1)=C)C(=O)OC(C)(C)C